C[C@@H]1C[C@H](CN1)O (3r,5r)-5-methylpyrrolidin-3-ol